BrC1=NN(C(=C1)C1=NC2=C(CO1)C=C(C=C2C)Cl)C2=NC=CC=C2Cl 2-[3-bromo-1-(3-chloro-2-pyridyl)-1H-pyrazole-5-yl]-6-chloro-8-methyl-4H-3,1-benzoxazine